C1(CC1)C1=NC=NC(=C1C1=NC=2N(CC(N(C2C=N1)C)=S)CC1=CC(=C(C=C1)C=1N(C=C(N1)C(F)(F)F)C)F)OC 2-(4-cyclopropyl-6-methoxypyrimidin-5-yl)-8-(3-fluoro-4-(1-methyl-4-(trifluoromethyl)-1H-imidazol-2-yl)benzyl)-5-methyl-7,8-dihydropteridine-6(5H)-thione